N-(2-cyano-4-((5-(3,4-difluorophenyl)pyridin-3-yl)oxy)-phenyl)piperidine-4-carboxamide C(#N)C1=C(C=CC(=C1)OC=1C=NC=C(C1)C1=CC(=C(C=C1)F)F)NC(=O)C1CCNCC1